2-Amino-8-[1-(4-fluoro-benzyl)-1H-imidazo[1,2-b]pyrazol-7-yl]-1-propyl-1,7-dihydro-purin-6-one NC=1N(C(C=2NC(=NC2N1)C1=C2N(N=C1)C=CN2CC2=CC=C(C=C2)F)=O)CCC